{2-Amino-4-[(4-chloro-3-fluorophenylamino)methyl]phenyl}carbamic acid ethyl ester C(C)OC(NC1=C(C=C(C=C1)CNC1=CC(=C(C=C1)Cl)F)N)=O